5-(benzo[d][1,3]dioxol-5-yl)-4-bromo-1-phenyl-1H-pyrazole O1COC2=C1C=CC(=C2)C2=C(C=NN2C2=CC=CC=C2)Br